C(#N)C1=CC=C(C=C1)NN[C@@H](CCC(N)=O)C(=O)O ((4-cyanophenyl)amino)-L-glutamine